N1=C(C=CC=C1)C(N1CCN(CC1)CC=1C=C(C=CC1C(F)(F)F)N1CCN(CCC1)CC)C1=NC=CC=C1 1-(3-((4-(di(pyridin-2-yl)methyl)piperazin-1-yl)methyl)-4-(trifluoromethyl)phenyl)-4-ethyl-1,4-diazepane